tert-butyl 2-((diphenylmethylene)amino)-4-isopropoxybutanoate C1(=CC=CC=C1)C(C1=CC=CC=C1)=NC(C(=O)OC(C)(C)C)CCOC(C)C